C(C)(C)N1C(N(C2=NC=C(C=C21)C(=O)N[C@]2(CS(CC2)(=O)=O)C)C2=CC(=CC=C2)OC(C(F)F)(F)F)=O 1-isopropyl-N-[(3R)-3-methyl-1,1-dioxo-thiolan-3-yl]-2-oxo-3-[3-(1,1,2,2-tetrafluoroethoxy)phenyl]imidazo[4,5-b]pyridine-6-carboxamide